ClC1=C2C(=C(N=C1)OC)N(C(=C2)CNC(C)C)COCC[Si](C)(C)C N-[(4-chloro-7-methoxy-1-{[2-(trimethylsilyl)ethoxy]methyl}-1H-pyrrolo[2,3-c]pyridin-2-yl)methyl]propan-2-amine